C[C@H]1N(CCN(C1)C1=CC2=C(N=CN=C2NC2=CC(=C(C=C2)CC2=CC3=C(N(C=N3)C)C=C2)C)C=N1)C(C=C)=O (R)-1-(2-methyl-4-(4-((3-methyl-4-((1-methyl-1H-benzo[d]imidazol-5-yl)methyl)phenyl)amino)pyrido[3,4-d]pyrimidin-6-yl)piperazin-1-yl)prop-2-en-1-one